(S)-2-Cyclopropyl-N4-(3-(((S)-1-fluoropropan-2-yl)carbamoyl)-1-methyl-1H-pyrazol-5-yl)-N1-((S)-11-oxo-2,3,10,11-tetrahydro-1H,5H-benzo[d]pyrazolo[1,2-a][1,2]diazepin-10-yl)succinamide C1(CC1)[C@@H](C(=O)N[C@H]1C2=C(CN3N(C1=O)CCC3)C=CC=C2)CC(=O)NC2=CC(=NN2C)C(N[C@H](CF)C)=O